S1C(=NC=C1)NC(=O)[C@@H]1CC12CCN(CC2)C(=O)[O-] |r| (±)-1-(thiazol-2-ylcarbamoyl)-6-azaspiro[2.5]octane-6-carboxylate